(3R,4R)-4-((4-(benzo[d]thiazol-6-ylamino)-7-(1-methyl-1H-pyrazol-4-yl)quinazolin-5-yl)oxy)-1-methylpiperidin-3-ol S1C=NC2=C1C=C(C=C2)NC2=NC=NC1=CC(=CC(=C21)O[C@H]2[C@@H](CN(CC2)C)O)C=2C=NN(C2)C